CC(C)(CCC(C)(OOC(CC(CC(C)C)(C)C)=O)C)OOC(CC(CC(C)C)(C)C)=O 2,5-dimethyl-2,5-bis-(3,3,5-trimethylhexanoylperoxy)hexane